N1=C(C=CC=C1)[C@@H](C)OC=1C(=NC=C(C1)B1OC(C(O1)(C)C)(C)C)N 3-[(1R)-1-(pyridin-2-yl)ethoxy]-5-(4,4,5,5-tetramethyl-1,3,2-dioxaborolan-2-yl)pyridin-2-amine